tert-Butyl (R)-3-(2-bromophenyl)morpholine-4-carboxylate BrC1=C(C=CC=C1)[C@H]1N(CCOC1)C(=O)OC(C)(C)C